1,3-bis(dimethoxymethylsilyl)propane COC(OC)[SiH2]CCC[SiH2]C(OC)OC